2-(6-{5-chloro-2-[(oxacyclohex-4-yl)amino]pyrimidin-4-yl}-1-oxo-2,3-dihydro-1H-isoindol-2-yl)-N-[(1S)-2-hydroxy-1-(3-methylphenyl)ethyl]butanamide ClC=1C(=NC(=NC1)NC1CCOCC1)C1=CC=C2CN(C(C2=C1)=O)C(C(=O)N[C@H](CO)C1=CC(=CC=C1)C)CC